[Na+].C(C)[O-] ethanolate sodium (I) salt